(phenyl-(3-phenyl-1-p-toluenesulfonyl-1H-indolyl)methyl)di(thienyl)phosphine oxide C1(=CC=CC=C1)C(C=1N(C2=CC=CC=C2C1C1=CC=CC=C1)S(=O)(=O)C1=CC=C(C)C=C1)P(C=1SC=CC1)(C=1SC=CC1)=O